S1C=NC2=C1C(=CN2)CC(=O)O 2-(4H-pyrrolo[2,3-d]thiazol-6-yl)acetic acid